{[4-(3-amino-4-formamido-6-chloro-2-fluorophenyl)-3-cyanothieno[2,3-c]pyridin-2-yl]amino}methane NC=1C(=C(C(=CC1NC=O)Cl)C1=C2C(=CN=C1)SC(=C2C#N)NC)F